ethyl 4-(6-chloro-3-methyl-1,1-dioxo-3,4-dihydro-2H-benzo[e][1,2]thiazin-2-yl)-3-fluorobenzoate ClC=1C=CC2=C(CC(N(S2(=O)=O)C2=C(C=C(C(=O)OCC)C=C2)F)C)C1